tert-butyl 4-(benzyloxy)-2-(methylsulfonyl)-5,8-dihydropyrido[3,4-d]pyrimidine-7(6H)-carboxylate C(C1=CC=CC=C1)OC=1C2=C(N=C(N1)S(=O)(=O)C)CN(CC2)C(=O)OC(C)(C)C